FC(C1=NC=CC(=C1)N)(F)F 2-(trifluoromethyl)pyridin-4-ylamine